2-((1-methyl-1H-benzo[d]imidazol-2-yl)methoxy)-1-(1-methyl-1H-tetrazol-5-yl)-4-phenyl-1H-benzo[d]imidazole CN1C(=NC2=C1C=CC=C2)COC2=NC1=C(N2C2=NN=NN2C)C=CC=C1C1=CC=CC=C1